CCCCCCCCCCCCCCC(=O)OC[C@H](COP(=O)(O)OC[C@@H](C(=O)O)N)OC(=O)CCCCCCCCC/C=C\CCCCCCCC 1-pentadecanoyl-2-(11Z-eicosenoyl)-glycero-3-phosphoserine